C(C)(C)(C)OC(=O)N=[S@@](=O)(C=1C(=NC(=CC1)C)Cl)N1[C@@H](CCC1)C(=O)OC Methyl ((S)-N-(tert-butoxycarbonyl)-2-chloro-6-methylpyridine-3-sulfonimidoyl)-L-prolinate